C(C)(C)OC([C@@](CC(C)(C)C)(C1=CC(=C(C=C1)Br)F)N)=O (R)-2-amino-2-(4-bromo-3-fluorophenyl)-4,4-dimethylpentanoic acid isopropyl ester